1-phenethyl-1,4-dihydroquinoxaline-2,3-dione C(CC1=CC=CC=C1)N1C(C(NC2=CC=CC=C12)=O)=O